C(C)(C)(C)C1N(CCC(C1)N1N=NC(=C1C)C1=CC=2N(C(=C1)O[C@H](C)C1=NC=CC=C1)C(=CN2)C#N)C(=O)O.C2(=CC=C(C=C2)C)C2=C(C(=C(O)C=C2)N=NC2=C(O)C=CC=C2O)O cresyl-azoresorcinol tert-Butyl-4-(4-[3-cyano-5-[(1R)-1-(pyridin-2-yl)ethoxy]imidazo[1,2-a]pyridin-7-yl]-5-methyl-1,2,3-triazol-1-yl)piperidine-1-carboxylate